5,15-bis(4-formylethyl-phenyl)-10,20-dibromoporphine C(=O)CCC1=CC=C(C=C1)C=1C2=CC=C(N2)C(=C2C=CC(C(=C3C=CC(=C(C=4C=CC1N4)Br)N3)C3=CC=C(C=C3)CCC=O)=N2)Br